(S)-3-((2-Chloro-5-(5-(2-fluoropropan-2-yl)pyrimidin-2-yl)pyridin-4-yl)amino)butan-1-ol ClC1=NC=C(C(=C1)N[C@H](CCO)C)C1=NC=C(C=N1)C(C)(C)F